3,4-difluoro-2-[(2-fluoro-4-iodophenyl)amino]-N-(2-hydroxyethoxy)-5-[(3-oxo-[1,2]oxazepin-2-yl)methyl]benzamide FC=1C(=C(C(=O)NOCCO)C=C(C1F)CN1OC=CC=CC1=O)NC1=C(C=C(C=C1)I)F